C(C)(C)C1=C(NC2=C3C(=CC=C12)C1=C(N3)C=C(C=C1)C(C)C)\C=C/1\C(=CC=C3C1=NC=1C3=CC=C3C(=CNC13)C(C)C)C(C)C (Z)-9-((3,8-diisopropyl-1,10-dihydrobenzopyrrolo[3,2-g]indol-2-yl)methylene)-3,8-diisopropyl-1,9-dihydrobenzopyrrolo[3,2-g]indole